OC1=C(N=C(N(C1=O)C)C1CN(CCC1)C(C(C)C)=O)C(=O)NC=1C=NOC1 5-hydroxy-2-(1-isobutyrylpiperidin-3-yl)-N-(isoxazol-4-yl)-1-methyl-6-oxo-1,6-dihydropyrimidine-4-carboxamide